N=1C(N=C2C=NC=3C=CC=CC3C21)=O IMIDAZO[4,5-C]QUINOLIN-2-ONE